C(C)C(CN[C@@H](CC1=CNC2=CC=CC=C12)C(=O)O)CC (2-ethylbutyl)-L-tryptophan